NC1=C(C(=NN1C1COCC1)C1=CC=C(C=C1)CNC(C1=C(C=CC(=C1)F)OC)=O)C#N N-[[4-(5-amino-4-cyano-1-tetrahydro-furan-3-yl-pyrazol-3-yl)phenyl]methyl]-5-fluoro-2-methoxy-benzamide